N-ethyl-N-(3-sulfopropyl)aniline, sodium salt [Na+].C(C)N(C1=CC=CC=C1)CCCS(=O)(=O)[O-]